C(C)(C)(C)OC(=O)N1C2(CN(C2=O)[C@H](C(=O)O)[C@@H](C)O)CCCC1 (2S,3R)-2-(5-(tert-butoxycarbonyl)-1-oxo-2,5-diazaspiro[3.5]nonan-2-yl)-3-hydroxybutanoic acid